BrC1=NC=CC=C1C=1CN(CC1C(NCC1=CC=C(C=C1)C(F)(F)F)=O)C(=O)OC(C)(C)C tert-butyl 3-(2-bromopyridin-3-yl)-4-((4-(trifluoromethyl)benzyl)carbamoyl)-2,5-dihydro-1H-pyrrole-1-carboxylate